3-{4-[5-({1-[(3-fluoro-2-methylphenyl)methyl]piperidin-3-yl}methyl)-1,2,4-oxadiazol-3-yl]phenyl}-1-(4-methoxyphenyl)urea FC=1C(=C(C=CC1)CN1CC(CCC1)CC1=NC(=NO1)C1=CC=C(C=C1)NC(NC1=CC=C(C=C1)OC)=O)C